Cl.FC=1C=C(C=CC1)N[C@@H]1C[C@@H](C1)N (cis)-N1-(3-fluorophenyl)cyclobutane-1,3-diamine hydrochloride